C(C1=CC=CC=C1)OC=1C=C(CO)C=C(C1C(C)C)OCC1=CC=CC=C1 3,5-dibenzyloxy-4-isopropylbenzyl alcohol